1,5-bis(dimethylsilyl)naphthalene C[SiH](C1=CC=CC2=C(C=CC=C12)[SiH](C)C)C